COC1=CC=C(C=C1)C1=NN=C(O1)C(=O)NN 5-(4-methoxyphenyl)-1,3,4-oxadiazole-2-carbohydrazide